5-fluoro-2-methyl-indoline FC=1C=C2CC(NC2=CC1)C